FC(OC=1C=C(CN2CCN(CC2)S(=O)(=O)C=C)C=CC1)(F)F 1-(3-(trifluoromethoxy)benzyl)-4-(vinylsulfonyl)piperazine